(1R,3S)-3-(5-{2-[3-(benzyloxy)-2-(1,3-dioxolan-2-yl)phenoxy]acetamido}-2H-pyrazol-3-yl)cyclopentyl (2R)-2-methylpyrrolidine-1-carboxylate C[C@H]1N(CCC1)C(=O)O[C@H]1C[C@H](CC1)C=1NN=C(C1)NC(COC1=C(C(=CC=C1)OCC1=CC=CC=C1)C1OCCO1)=O